7-bromo-8-chloro-3-ethyl-3,4-dihydro-1H-quinoxalin-2-one BrC1=CC=C2NC(C(NC2=C1Cl)=O)CC